Cl.Cl.CC1(CCC(=O)NC(CC1)=O)C dimethylpimelimide dihydrochloride